6-(1-acetyl-piperidin-4-ylmethoxy)-2-(4-trifluoromethyl-pyridin-2-yl)-3H-quinazolin-4-one C(C)(=O)N1CCC(CC1)COC=1C=C2C(NC(=NC2=CC1)C1=NC=CC(=C1)C(F)(F)F)=O